N-(3-hydroxycyclobutyl)pyridine-4-sulfonamide OC1CC(C1)NS(=O)(=O)C1=CC=NC=C1